COC=1C=2CC(N3C(C2C=CC1)=C1C=CC=CC1=N3)(NC3=CC=CC=C3)C(F)(F)F 4-methoxy-N-phenyl-6-(trifluoromethyl)-5,6-dihydroindazolo[3,2-a]isoquinolin-6-amine